C(C)(C)N1C=CC2=NC(=CC=C21)C=2SC=C(N2)C2=C(C=CC=C2)OC 2-(1-isopropyl-1H-pyrrolo[3,2-b]pyridin-5-yl)-4-(2-methoxyphenyl)thiazole